C=1(C(=CC=CC1)C(=O)Cl)C(=O)Cl benzene-1,2-dicarbonyl chloride